4-oxaspiro[4.5]decane C1CCOC12CCCCC2